2-(2-Cyclohexyl-5-(morpholine-4-carbonyl)-7-oxopyrazolo[1,5-a]pyrimidin-4(7H)-yl)-N-(5-fluoropyridin-2-yl)acetamide C1(CCCCC1)C1=NN2C(N(C(=CC2=O)C(=O)N2CCOCC2)CC(=O)NC2=NC=C(C=C2)F)=C1